C(C)(C)(C)OC(N[C@@H]1C[C@H](CC1)O)=O |r| (±)-trans-(3-hydroxy-cyclopentyl)-carbamic acid tert-butyl ester